hydroxyoctadecyloxy-4-methylcoumarin OCCCCCCCCCCCCCCCCCCOC=1C(OC2=CC=CC=C2C1C)=O